N1C2N(CCC1)CCC2 octahydropyrrolo[1,2-a]pyrimidine